2-[[3-[(3s,4s)-4-methoxytetrahydrofuran-3-yl]oxy-1-methyl-pyrazol-4-yl]amino]-7-[(3r,4r)-4-methyltetrahydrofuran-3-yl]pyrrolo[2,3-d]pyrimidine-6-carbonitrile CO[C@@H]1[C@H](COC1)OC1=NN(C=C1NC=1N=CC2=C(N1)N(C(=C2)C#N)[C@H]2COC[C@@H]2C)C